C(C)C1(OC2=CC=C(C=C2C(C1)=O)C1=NC(=NO1)C1=CC(=CC=C1)OC)CC 2,2-diethyl-6-(3-(3-methoxyphenyl)-1,2,4-oxadiazol-5-yl)chroman-4-one